ClC=1C=C2C(=NN(C2=C(C1)C1CC1)CC#C)C1=C(C(=O)N)C=CC(=C1)F (5-chloro-7-cyclopropyl-1-(prop-2-yn-1-yl)-1H-indazol-3-yl)-4-fluorobenzamide